5-(2-(5-fluoro-2-hydroxypyridin-3-yl)pyrrolidin-1-yl)pyrazolo[1,5-a]pyrimidine-3-carboxylic acid (R)-ethyl ester C(C)OC(=O)C=1C=NN2C1N=C(C=C2)N2C(CCC2)C=2C(=NC=C(C2)F)O